7-(4-cyclopropyl-1H-imidazol-1-yl)-2-(6-(4-isopropyl-4H-1,2,4-triazol-3-yl)pyridin-2-yl)-4-methoxyisoquinolin-1(2H)-one C1(CC1)C=1N=CN(C1)C1=CC=C2C(=CN(C(C2=C1)=O)C1=NC(=CC=C1)C1=NN=CN1C(C)C)OC